(+-)-4-UNDECANOLIDE C1(CC[C@@H](CCCCCCC)O1)=O |r|